(1S,5R)-3,6-diazabicyclo[3.2.0]heptane-6-carboxylic acid tert-butyl ester C(C)(C)(C)OC(=O)N1[C@H]2CNC[C@H]2C1